CC=1N(C2=CC=C(C=C2C1C=1N=CN(C1)C)S(=O)(=O)N)C1=CC=CC=C1 methyl-3-(1-methyl-1H-imidazol-4-yl)-1-phenyl-1H-indole-5-sulfonamide